4-{4-[7-(aminocarbonyl)-2H-indazol-2-yl]phenyl}piperidinium trifluoroacetate FC(C(=O)[O-])(F)F.NC(=O)C1=CC=CC2=CN(N=C12)C1=CC=C(C=C1)C1CC[NH2+]CC1